3-amino-2-(2-fluoro-5-(9-isopropyl-9H-purin-6-yl)phenyl)-2-phenylpropionic acid ethyl ester hydrochloride Cl.C(C)OC(C(CN)(C1=CC=CC=C1)C1=C(C=CC(=C1)C1=C2N=CN(C2=NC=N1)C(C)C)F)=O